2-(((tert-butyldimethylsilyl)oxy)methyl)-5-(2,5-dichloropyrimidin-4-yl)thiazoleN [Si](C)(C)(C(C)(C)C)OCN1SC(C=C1)C1=NC(=NC=C1Cl)Cl